butyl 1-((S)-(3-fluorophenyl)(hydroxy)methyl)-4-(methoxymethyl)-7-azabicyclo[2.2.1]-heptane-7-carboxylate FC=1C=C(C=CC1)[C@@H](C12CCC(CC1)(N2C(=O)OCCCC)COC)O